4-Chloro-6-[2-(cyclohexylidenemethyl)-6-methyl-phenyl]-5-methyl-pyrimidin-2-amine ClC1=NC(=NC(=C1C)C1=C(C=CC=C1C)C=C1CCCCC1)N